N-((S)-1,1-Dicyclopropyl-3-oxo-3-((4-(((S)-2-oxo-4-(trifluoromethyl)imidazolidin-1-yl)methyl)pyridin-2-yl)amino)propan-2-yl)-4-methyl-1,2,5-oxadiazole-3-carboxamide C1(CC1)C([C@@H](C(NC1=NC=CC(=C1)CN1C(N[C@@H](C1)C(F)(F)F)=O)=O)NC(=O)C1=NON=C1C)C1CC1